B(O)(O)O.C(CC=C)CC(O)(C)C(C)(C)O (3-butene-1-yl)-pinacol borate